Cl.C1(=CC(=CC=C1)N1N=CC2=CC=C(C=C12)N)C 1-(m-tolyl)-1H-indazol-6-amine hydrochloride